2-Ethylhexyl phosphate potassium salt [K+].P(=O)(OCC(CCCC)CC)([O-])[O-].[K+]